C(C(=C)C)(=O)OCCCS(=O)(=O)O 3-(methacryloyloxy)-propane-1-sulfonic acid